2-fluoro-4-((S)-3-(4-(trifluoromethyl)phenoxy)pyrrolidin-1-yl)benzamide FC1=C(C(=O)N)C=CC(=C1)N1C[C@H](CC1)OC1=CC=C(C=C1)C(F)(F)F